N1N=NC2C1C=CC=C2 3a,7a-dihydro-1H-benzo[d][1,2,3]triazole